2-(4-ethyl-phenyl)-2-methylpropanoic acid C(C)C1=CC=C(C=C1)C(C(=O)O)(C)C